1-[1-methyl-4-[[2-(2-morpholinoethoxy)phenyl]methyl]pyrazol-3-yl]butane-1,3-dione CN1N=C(C(=C1)CC1=C(C=CC=C1)OCCN1CCOCC1)C(CC(C)=O)=O